(3R/S)-3-[4-(3-methylbutoxy)phenyl]hex-4-ynoic acid 3-methylbutyl ester CC(CCOC(C[C@@H](C#CC)C1=CC=C(C=C1)OCCC(C)C)=O)C |r|